3-(4-oxo-4,9-dihydro-3H-pyrimido[4,5-b]indol-7-yl)pyrrolidine-1-carboxylic acid tert-butyl ester C(C)(C)(C)OC(=O)N1CC(CC1)C1=CC=C2C3=C(NC2=C1)N=CNC3=O